2-(2-methoxyphenyl)-4,5-diphenyl-imidazole COC1=C(C=CC=C1)C=1NC(=C(N1)C1=CC=CC=C1)C1=CC=CC=C1